allyloxy-2-hydroxypropane sodium [Na].C(C=C)OCC(C)O